Ethyl 1-((3,3-difluoro-1-methylcyclobutyl)methyl)-3-(1-methoxycyclopropyl)-4-(trifluoromethyl)-1H-pyrazole-5-carboxylate FC1(CC(C1)(C)CN1N=C(C(=C1C(=O)OCC)C(F)(F)F)C1(CC1)OC)F